N-ethyl-6-methyl-5-(4-((3-methyl-2,4-dioxo-1,2,3,4-tetrahydroquinazolin-7-yl)methyl)piperazin-1-yl)picolinamide C(C)NC(C1=NC(=C(C=C1)N1CCN(CC1)CC1=CC=C2C(N(C(NC2=C1)=O)C)=O)C)=O